(isopropoxymethyl)phenylboronic acid C(C)(C)OCC1=C(C=CC=C1)B(O)O